BrC(C(N)(Br)Br)C1=CC=CC=C1 Tribromophenethylamine